tert-butyl (1-(4-(4-(4-(2-((tert-butoxycarbonyl)amino)-2-methylpropanoyl)piperazine-1-carboxamido)-2-oxopyrimidin-1(2H)-yl)-2-methylbenzyl)piperidin-4-yl)carbamate C(C)(C)(C)OC(=O)NC(C(=O)N1CCN(CC1)C(=O)NC1=NC(N(C=C1)C1=CC(=C(CN2CCC(CC2)NC(OC(C)(C)C)=O)C=C1)C)=O)(C)C